FC=1C=C(C(=O)NCC=2N=NN(C2)[C@@H](CC(=O)NO)CC2=CC3=CC=CC=C3C=C2)C=CC1F 3,4-difluoro-N-[[1-[(1R)-3-(hydroxyamino)-1-(2-naphthylmethyl)-3-oxo-propyl]triazol-4-yl]methyl]benzamide